COC(=O)NC=1C=C(C=C(C1)C=1C=NN(C1)C)NC1=CC2=C(C=N1)N(C(N2C2CC1(CN(C1)C(=O)OC(C)(C)C)C2)=O)C tert-butyl 6-(6-((3-((methoxycarbonyl)amino)-5-(1-methyl-1H-pyrazol-4-yl)phenyl)amino)-3-methyl-2-oxo-2,3-dihydro-1H-imidazo[4,5-c]pyridin-1-yl)-2-azaspiro[3.3]heptane-2-carboxylate